FC1(CN(CC1)[C@@H]1CC[C@H](CC1)NC(C1=CC=C(C=C1)C1=NC=CC2=C1C=CO2)=O)F N-[trans-4-(3,3-difluoropyrrolidin-1-yl)cyclohexyl]-4-(furo[3,2-c]pyridin-4-yl)benzamide